(1S,2S)-trans-2-Isothiocyanato-4,5-dichloro-N-methyl-N-[2-(1-pyrrolidinyl)cyclohexyl]benzeneacetamide N(=C=S)C1=C(C=C(C(=C1)Cl)Cl)CC(=O)N([C@@H]1[C@H](CCCC1)N1CCCC1)C